cis-2-aminocyclobutan-1-ol hydrochloride Cl.N[C@@H]1[C@@H](CC1)O